N,N'-diaminoethylpiperazine NN1C(CN(CC1)N)CC